ls-2,6-diethylaniline C(C)C1=C(N)C(=CC=C1)CC